2-(4-Fluorophenyl)-6,7,8-trimethoxychroman-4-one FC1=CC=C(C=C1)C1OC2=C(C(=C(C=C2C(C1)=O)OC)OC)OC